4-[(1S)-1-{[8-(2-methylpropyl)-7-oxo-pyrido[2,3-d]pyrimidin-2-yl]amino}ethyl]benzoic acid methyl ester COC(C1=CC=C(C=C1)[C@H](C)NC=1N=CC2=C(N1)N(C(C=C2)=O)CC(C)C)=O